NC\C=C(\CN1C=NC2=C1C=C(C=C2C2=CC(=CC=C2)S(NCC2=CC=C(C=C2)OC)(=O)=O)C(=O)OC)/F methyl (Z)-1-(4-amino-2-fluorobut-2-en-1-yl)-4-(3-(N-(4-methoxybenzyl)sulfamoyl)phenyl)-1H-benzo[d]imidazol-6-carboxylate